(7S)-3-{2-[(3S)-3-Carbamoylpyrrolidin-1-yl]ethyl}-7-methyl-2-[2-(2-oxo-1,2-dihydropyridin-1-yl)ethyl]-3H,6H,7H,8H,9H-imidazo[4,5-f]chinolin C(N)(=O)[C@@H]1CN(CC1)CCN1C(=NC2=C3CC[C@@H](NC3=CC=C21)C)CCN2C(C=CC=C2)=O